3-(1-oxo-5-piperazin-1-yl-isoindolin-2-yl)piperidine-2,6-dione O=C1N(CC2=CC(=CC=C12)N1CCNCC1)C1C(NC(CC1)=O)=O